BrC1=C(C=C2C(=NC(=NC2=C1F)SC)Cl)I 7-Bromo-4-chloro-8-fluoro-6-iodo-2-(methylthio)quinazoline